C(C=C)(=O)OCCCCCCCCCCCCCCCCCC[Si](C)(C)Cl acryloxyoctadecylchlorodimethylsilane